4-(2-thienyl)methylene-2,6-di-tert-butyl-2,5-cyclohexadien-1-one S1C(=CC=C1)C=C1C=C(C(C(=C1)C(C)(C)C)=O)C(C)(C)C